ClC1=C(C#N)C=CC(=C1)N1[C@@H](C2(CC1)CCN(CC2)C2=CC=C(C=C2)C(=O)N2CCN(CC2)C2CN(C2)C=2C=C1C(N(C(C1=CC2)=O)C2C(NC(CC2)=O)=O)=O)C 2-chloro-4-((1R)-8-(4-(4-(1-(2-(2,6-dioxopiperidin-3-yl)-1,3-dioxoisoindolin-5-yl)azetidin-3-yl)piperazine-1-carbonyl)phenyl)-1-methyl-2,8-diazaspiro[4.5]decan-2-yl)benzonitrile